OC(C(=O)NC)CCC hydroxy-N-methylpentanamide